C[Si](O[Si](O[Si](C)(C)C)C)CCC=O 3-(1,3,5,5,5-pentamethyl-1λ3,3λ3-trisiloxaneyl)propanal